ClC1=CC=C(C=C1)/C=C/C(=O)OC1=CC=C(\C=N\C(C(=O)O)C(CC)C)C=C1 2-((E)-((E)-4-((E)-3-(4-chlorophenyl)acryloyloxy)benzylidene)amino)-3-methylpentanoic acid